ethyl (4-(2-(4-hydroxyphenyl)propan-2-yl)phenyl) carbonate C(OCC)(OC1=CC=C(C=C1)C(C)(C)C1=CC=C(C=C1)O)=O